N-(1-Cyanocyclopropyl)-9-(5-(difluoromethyl)-1,3,4-thiadiazol-2-yl)-4-(3-morpholinoprop-1-yn-1-yl)-9H-pyrimido[4,5-b]indole-7-sulfonamide C(#N)C1(CC1)NS(=O)(=O)C1=CC=C2C3=C(N(C2=C1)C=1SC(=NN1)C(F)F)N=CN=C3C#CCN3CCOCC3